BrC1=C(N)C(=CC(=C1)Br)C#N 2,4-dibromo-6-cyanoaniline